C(C)(C)(C)OC(C(CC1CCC1)NCC(=O)NC1=C(C=CC(=C1)Cl)N1N=NC(=C1)Cl)=O 2-((2-((5-chloro-2-(4-chloro-1H-1,2,3-triazol-1-yl)phenyl)amino)-2-oxoethyl)amino)-3-cyclobutyl-propionic acid tert-butyl ester